FC(C=1C(=C(C=CC1)[C@@H](C)NC=1C2=C(N=CN1)N=C(C(=C2)N2CCN(CC2)C(C)C)OC2COC2)F)F (R)-N-(1-(3-(difluoromethyl)-2-fluorophenyl)ethyl)-6-(4-isopropylpiperazin-1-yl)-7-(oxetan-3-yloxy)pyrido[2,3-d]pyrimidin-4-amine